C(C)(C)(C)C([C@H](CN1N=C(N=N1)C1=CC=C(C=C1)OC1=CC=C(C=C1)Cl)NC(O)=O)O.FC1C(OC2=CC=C(C=C2C1)OC)=O 3-fluoro-6-methoxychromanone (S)-(tert-butyl-1-(5-(4-(4-chlorophenoxy)phenyl)-2H-tetrazol-2-yl)-3-hydroxypropan-2-yl)carbamate